6-(pyridin-2-ylamino)pyridazine-3-carboxamide N1=C(C=CC=C1)NC1=CC=C(N=N1)C(=O)N